2-ethoxymethyl-1-(2-methylpropyl)-1H-imidazo-[4,5-c]-quinolin C(C)OCC=1N(C2=C(C=NC=3C=CC=CC23)N1)CC(C)C